CC1(CN(C1)C1CCC(CC1)C1=NNC2=CC(=C(C=C12)C(C)C)C=1C=C(C=2N(C1)N=CN2)C)C 6-(3-(4-(3,3-dimethylazetidin-1-yl)cyclohexyl)-5-isopropyl-1H-indazol-6-yl)-8-methyl-[1,2,4]triazolo[1,5-a]pyridine